methyl (S)-2-((4-((6-((4-cyano-2-fluorobenzyl) oxy) pyridin-2-yl) methoxy) piperidin-1-yl) methyl)-1-(oxolan-2-ylmethyl)-1H-benzo[d]imidazole-6-carboxylate C(#N)C1=CC(=C(COC2=CC=CC(=N2)COC2CCN(CC2)CC2=NC3=C(N2C[C@H]2OCCC2)C=C(C=C3)C(=O)OC)C=C1)F